2-isopropylthiazol C(C)(C)C=1SC=CN1